C(C)OC(C1=CN=C(C=C1)O)=O 6-hydroxynicotinic acid ethyl ester